(S)-3-(3-fluoro-4-(6-(2-propyl-2H-tetrazol-5-yl)pyridin-3-yl)phenyl)-5-(1-hydroxypropyl)oxazolidin-2-one FC=1C=C(C=CC1C=1C=NC(=CC1)C=1N=NN(N1)CCC)N1C(O[C@@H](C1)C(CC)O)=O